C(C(=O)[O-])(=O)[O-].[Mn+2] manganous oxalate